FC1=C(C(=CC(=C1)S(=O)(=O)N1C[C@H](CC1)F)F)C1=NC2=CC(=CC=C2C(=C1F)C)CCC=O 3-(2-{2,6-difluoro-4-[(3S)-3-fluoropyrrolidine-1-sulfonyl]phenyl}-3-fluoro-4-methylquinolin-7-yl)propanal